Diethyl(1-(tert-butyl(1-(pyren-1-yl)ethoxy)amino)-2,2-dimethylpropyl)phosphonat C(C)OP(OCC)(=O)C(C(C)(C)C)N(OC(C)C1=CC=C2C=CC3=CC=CC4=CC=C1C2=C34)C(C)(C)C